4-triflyl-benzaldehyde S(=O)(=O)(C(F)(F)F)C1=CC=C(C=O)C=C1